N-[[4-[4-Amino-1-[(1R*,3S*)-3-hydroxycyclopentyl]pyrazolo[3,4-d]pyrimidin-3-yl]phenyl]methyl]-2-methoxy-benzamide NC1=C2C(=NC=N1)N(N=C2C2=CC=C(C=C2)CNC(C2=C(C=CC=C2)OC)=O)[C@H]2C[C@H](CC2)O |o1:28,30|